COC1=C(CNC=2C3=C(N=CN2)C(=CN3)C(=C)C)C=CC(=C1)OC N-(2,4-dimethoxybenzyl)-7-(prop-1-en-2-yl)-5H-pyrrolo[3,2-d]pyrimidin-4-amine